The molecule is a long-chain fatty acid ethyl ester resulting from the formal condensation of the carboxy group of (4Z,7Z,10Z,13Z,16Z)-docosapentaenoic acid with the hydroxy group of ethanol. It derives from a (4Z,7Z,10Z,13Z,16Z)-docosa-4,7,10,13,16-pentaenoic acid. CCCCC/C=C\\C/C=C\\C/C=C\\C/C=C\\C/C=C\\CCC(=O)OCC